BrC=1SC(=CN1)CN1C[C@H]([C@@H](CC1)C(=O)N1CCC(CC1)(O)CN1C=NC2=C(C1=O)C=CN2C2=CC=C(C=C2)OC)C2=CC=CC=C2 3-{[1-({(3R,4R)-1-[(2-bromo-1,3-thiazol-5-yl)methyl]-3-phenylpiperidin-4-yl}carbonyl)-4-hydroxypiperidin-4-yl]methyl}-7-(4-methoxyphenyl)-3,7-dihydro-4H-pyrrolo[2,3-d]pyrimidin-4-one